2-[7-(4-chlorophenyl)-8-(2,4-difluorophenyl)-3-[(1,1-dioxo-1lambda6-thian-4-yl)methyl]-2,6-dioxopurin-1-yl]acetamide ClC1=CC=C(C=C1)N1C(=NC=2N(C(N(C(C12)=O)CC(=O)N)=O)CC1CCS(CC1)(=O)=O)C1=C(C=C(C=C1)F)F